ClC1=C(C=CC(=C1)C)N1C(C(CC1)NC(C(=O)C1=CNC2=CC=C(C=C12)NC(=O)[C@H]1N(C[C@@H](C1)O)C(=O)OC(C)(C)C)=O)=O Tert-butyl (2S,4R)-2-((3-(2-((1-(2-chloro-4-methylphenyl)-2-oxopyrrolidin-3-yl) amino)-2-oxoacetyl)-1H-indol-5-yl) carbamoyl)-4-hydroxypyrrolidine-1-carboxylate